NC(CCCO)(CCCO)CCCO 4-amino-4-(3-hydroxypropyl)-1,7-heptanediol